5-(quinolin-3-ylmethyl)thiazolidine-2,4-dione N1=CC(=CC2=CC=CC=C12)CC1C(NC(S1)=O)=O